FC1(CC2(C1)C[C@@H](N(CC2)CC2=C1C=CNC1=C(C=C2OC)C)C2=CC=C(C(=O)NCC1CN(C1)C(=O)OC(C)(C)C)C=C2)F tert-butyl (R)-3-((4-(2,2-difluoro-7-((5-methoxy-7-methyl-1H-indol-4-yl)methyl)-7-azaspiro[3.5]nonan-6-yl)benzamido)methyl)azetidine-1-carboxylate